4-chloro-2,3'-difluoro-[1,1'-biphenyl] ClC1=CC(=C(C=C1)C1=CC(=CC=C1)F)F